C(C)(=O)NC1=CC=CC=C1 acetamidobenzene